indeno[1,2-d]thiazol-5-ol S1CN=C2C1=CC=1C=CC(=CC12)O